((tert-butyldimethylsilyloxy)methyl)-2-chloro-7,8-dihydro-6H-cyclopenta[e]pyrazolo[1,5-a]pyrimidine-6-carbonitrile [Si](C)(C)(C(C)(C)C)OCC=1C(=NN2C1N=CC1=C2CCC1C#N)Cl